(1S,5R)-3-((benzyloxy)carbonyl)-8-(tert-butoxycarbonyl)-3,8-diazabicyclo[3.2.1]octane-2-carboxylic acid C(C1=CC=CC=C1)OC(=O)N1C([C@@H]2CC[C@H](C1)N2C(=O)OC(C)(C)C)C(=O)O